[Na+].N1[C@@H](CCC1)C(=O)[O-] proline sodium salt